C(C)NC(C)C N-ethylpropan-2-ylamine